5-amino-6-iodopyrimidin-4(3H)-one NC=1C(NC=NC1I)=O